NC1=NC(=NC=C1C(=O)NC1=CC(=C(C=C1)OC)F)N1CCN(CC1)C1=NC=CC=C1 4-amino-N-(3-fluoro-4-methoxyphenyl)-2-(4-(pyridin-2-yl)piperazin-1-yl)pyrimidine-5-carboxamide